C(N)(=O)C1CCC(CC1)N1C2=NC(=NC=C2N=C1NC1=C(C=C(C=C1F)Cl)F)N[C@H]1CN(CCC1)C(=O)OC(C)C (R)-isopropyl 3-(9-((1s,4S)-4-carbamoylcyclohexyl)-8-(4-chloro-2,6-difluorophenylamino)-9H-purin-2-ylamino)piperidine-1-carboxylate